C(C=C)C1(C2=CC=CC=C2C=2C=CC=CC12)CC=C 9,9-diallyl-fluorene